1-(4-((5-(imidazo[1,2-b]pyridazin-6-yl)-7H-pyrrolo[2,3-d]pyrimidin-2-yl)amino)piperidin-1-yl)ethan-1-one N=1C=CN2N=C(C=CC21)C2=CNC=1N=C(N=CC12)NC1CCN(CC1)C(C)=O